ClC1=C(OC2=CC=CC3=C2NC(=NS3(=O)=O)NCC3=C(C=NC=C3)F)C=CC=C1 5-(2-chlorophenoxy)-3-(((3-fluoropyridin-4-yl)methyl)amino)-4H-benzo[e][1,2,4]thiadiazine 1,1-dioxide